6-bromo-N-[5-(2-fluoroethoxy)-4-methoxy-pyrimidin-2-yl]-1H-indole-3-sulfonamide BrC1=CC=C2C(=CNC2=C1)S(=O)(=O)NC1=NC=C(C(=N1)OC)OCCF